NC1=C(C=C(N=N1)C1=C(C=CC=C1)O)N1CC2CCC(C1)N2C2=CC(=NC=C2)C#CCN2CC(C2)(C)CO 2-[6-amino-5-[8-[2-[3-[3-(hydroxymethyl)-3-methyl-azetidin-1-yl]prop-1-ynyl]-4-pyridyl]-3,8-diazabicyclo[3.2.1]octan-3-yl]pyridazin-3-yl]phenol